C(C)[C@]1(C(OCC=2C(N3CC=4C(=NC=5C=C(C=C6C5C4C(CC6)NC(C)=O)O)C3=CC21)=O)=O)O N-((9S)-9-ethyl-5,9-dihydroxy-10,13-dioxo-2,3,9,10,13,15-hexahydro-1H,12H-benzo[de]pyrano[3',4':6,7]indolizino[1,2-b]quinolin-1-yl)acetamide